7,8-dihydro-6H-pyrido[1,2-a]indole-8-carboxylate C1=C2C=C3N(C2=CC=C1)CCC(C3)C(=O)[O-]